tert-butyl (R)-(1-(2-(7-(benzyloxy)-1-(cyclopropylmethyl)-1H-indol-2-yl)-1-methyl-5-oxo-1,5,7,8-tetrahydro-6H-imidazo[4,5-g]isoquinolin-6-yl)propan-2-yl)(methyl)carbamate C(C1=CC=CC=C1)OC=1C=CC=C2C=C(N(C12)CC1CC1)C1=NC=2C(=CC=3CCN(C(C3C2)=O)C[C@@H](C)N(C(OC(C)(C)C)=O)C)N1C